(2S)-N-benzyl-2-(3-(dimethylamino)-2,5-dioxopyrrolidin-1-yl)propanamide sulfate S(=O)(=O)(O)O.C(C1=CC=CC=C1)NC([C@H](C)N1C(C(CC1=O)N(C)C)=O)=O